FC(OC1(CCC1)C1=NN=C(O1)[C@@H]1CC[C@H](CO1)N)(F)F (3R,6S)-6-[5-[(cis)-3-cis-(trifluoromethoxy)cyclobutyl]-1,3,4-oxadiazol-2-yl]Tetrahydropyran-3-amine